CC=1C=C(C=2N(C1)C=CN2)C(=O)O 6-methylimidazo[1,2-a]pyridine-8-carboxylic acid